6-chloro-N-(3,3-difluoro-1-methylcyclobutyl)-3-nitropyridin-2-amine ClC1=CC=C(C(=N1)NC1(CC(C1)(F)F)C)[N+](=O)[O-]